5-oxopentanoic acid TFA salt OC(=O)C(F)(F)F.O=CCCCC(=O)O